(5R)-2-[2-fluoro-3-(trifluoromethyl)benzene-1-carbonyl]-9,9-dimethyl-8-oxo-2-azaspiro[4.5]dec-6-ene-7-carbonitrile FC1=C(C=CC=C1C(F)(F)F)C(=O)N1C[C@]2(CC1)C=C(C(C(C2)(C)C)=O)C#N